4-((3aR,6aS)-5-(1-cyclopropylethyl)hexahydropyrrolo[3,4-c]pyrrol-2(1H)-yl)aniline C1(CC1)C(C)N1C[C@@H]2[C@H](C1)CN(C2)C2=CC=C(N)C=C2